C(C1=CC=CC=C1)N(C1=NOC(=N1)[C@H](C)NC(OC(C)(C)C)=O)C tert-butyl N-[(1S)-1-[3-[benzyl(methyl)amino]-1,2,4-oxadiazol-5-yl]ethyl]carbamate